N-[4-methoxy-5-[[4-(1-methyl-1H-indol-3-yl)-2-pyrimidinyl]amino]-2-[methyl[2-(methylamino)ethyl]amino]phenyl]-2-Propenamide COC1=CC(=C(C=C1NC1=NC=CC(=N1)C1=CN(C2=CC=CC=C12)C)NC(C=C)=O)N(CCNC)C